FC1=CC=C(CN2N=NC(=C2)C2CCN(CC2)CCC2=CC=C(C=C2)OC)C=C1 4-[1-(4-Fluoro-benzyl)-1H-[1,2,3]triazol-4-yl]-1-[2-(4-methoxy-phenyl)-ethyl]-piperidine